ClC=1C=C2C=CN(C2=CC1)C(=O)C1=CC=CC=C1 (5-chloro-1H-indol-1-yl)(phenyl)methanone